C(N)(OCC(=C(F)C(C)(C)C)COC=1C=NC=2C(NCCC2C1)=O)=O tert-butyl-(3-fluoro-2-(((8-oxo-5,6,7,8-tetrahydro-1,7-naphthyridin-3-yl) oxy) methyl) allyl) carbamate